S(=O)(=O)(O)CC(C(=O)N)=C(CCCN(C)C)CCCO Sulfohydroxypropyldimethylaminopropylmethacrylamide